C(C1=CC=CC=C1)N(S(=O)(=O)C=1C=CC2=C(C(=C(O2)C(=O)[O-])C)C1)CCC1=CC=CC=C1 5-(N-benzyl-N-phenethylsulfamoyl)-3-methylbenzofuran-2-carboxylate